C(C)(C)(C)OC(=O)N1C[C@@H](C([C@@H](C1)C)(F)F)CCCOC1=CC(=CC=2NC(N(C21)C)=O)NC2=NC(=NC=C2Cl)Cl (3S,5R)-3-(3-((6-((2,5-dichloropyrimidin-4-yl)amino)-3-methyl-2-oxo-2,3-dihydro-1H-benzo[d]imidazol-4-yl)oxy)propyl)-4,4-difluoro-5-methylpiperidine-1-carboxylic acid tert-butyl ester